C(C)(C)(C)OC(=O)N1C2CN(CC1CC2)C2=NC(=NC1=C(C(=CC=C21)Br)F)F 3-(7-bromo-2,8-difluoroquinazolin-4-yl)-3,8-diazabicyclo[3.2.1]octane-8-carboxylic acid tert-butyl ester